8-methyl-N-vanillyl-6E-nonenamide CC(C)/C=C/CCCCC(=O)NCC1=CC(=C(C=C1)O)OC